FC(OC1=CC=CC=2C(NC3C=CC(C21)C3)=O)F 7-(difluoromethoxy)-3,6-dihydro-3,6-methanobenzo[c]azocin-1(2H)-one